COC(C1=C(N=C(C(=C1)N)NC1=CC=C(C=C1)OC)C)=O methyl-5-amino-6-((4-methoxyphenyl)amino)nicotinic acid methyl ester